3-amino-N-(4-((5-(1,6-dimethyl-1H-pyrazolo[3,4-b]pyridin-4-yl)-3-methyl-4,5,6,7-tetrahydro-1H-pyrazolo[4,3-c]pyridin-1-yl)methyl)bicyclo[2.2.2]oct-1-yl)propionamide NCCC(=O)NC12CCC(CC1)(CC2)CN2N=C(C=1CN(CCC12)C1=C2C(=NC(=C1)C)N(N=C2)C)C